[Si](C)(C)(C(C)(C)C)OCCN1CCC2(CC(C2)C2=C(C(=CC=C2OC)Cl)Cl)CC1 7-(2-(tert-butyldimethylsilyloxy)ethyl)-2-(2,3-dichloro-6-methoxyphenyl)-7-azaspiro[3.5]nonane